3-[2-(4-ethylbenzoyl)-1,2,3,4-tetrahydroisoquinolin-5-yl]-3-(7-methoxy-1-methyl-1H-benzo[d][1,2,3]triazol-5-yl)propionic acid C(C)C1=CC=C(C(=O)N2CC3=CC=CC(=C3CC2)C(CC(=O)O)C2=CC3=C(N(N=N3)C)C(=C2)OC)C=C1